4-(3-pyridinyl)benzeneboronic acid N1=CC(=CC=C1)C1=CC=C(C=C1)B(O)O